2,2'-biphenyl-dicarboxylate C=1(C(=CC=CC1)C(=O)[O-])C=1C(=CC=CC1)C(=O)[O-]